C1(=CC=CC=C1)OC(=O)N1CC2=CC(=C(C=C2CC1)C=1N(C(=C(C1)C(N(C1=CC=CC=C1)C1=CC=C(C=C1)O)=O)C)C)C(=O)N1CC2=CC=CC=C2CC1 7-(3,4-dihydroisoquinoline-2(1H)-ylcarbonyl)-6-{4-[(4-hydroxyphenyl)(phenyl)carbamoyl]-1,5-dimethyl-1H-pyrrol-2-yl}-3,4-dihydroisoquinoline-2(1H)-carboxylic acid phenyl ester